ClC1=NC(=NC(=C1CC)OC1=C(C(=CC=C1)N1CCN(CC1)C)Cl)NS(=O)(=O)C=1C=NN(C1)C N-[4-chloro-6-[2-chloro-3-(4-methylpiperazin-1-yl)phenoxy]-5-ethyl-pyrimidin-2-yl]-1-methyl-pyrazole-4-sulfonamide